FC1=C(COCC(C)(C)NC(=O)C=2C=C3C(=NC2)CCC3)C=CC=C1 N-(1-((2-fluorobenzyl)oxy)-2-methylpropan-2-yl)-6,7-dihydro-5H-cyclopenta[b]pyridine-3-carboxamide